C1(CC1)C=1C(=CC(=C(C(=O)OC)C1)F)COCC1(CN(C1)C(CC)C1=CC(=CC(=C1)Cl)Cl)F Methyl 5-cyclopropyl-4-(((1-(1-(3,5-dichlorophenyl) propyl)-3-fluoroazetidin-3-yl) methoxy) methyl)-2-fluorobenzoate